Citronellylacetat C(CC(C)CCC=C(C)C)CC(=O)[O-]